2-quinolyllithium N1=C(C=CC2=CC=CC=C12)[Li]